N-(tetrahydropyran-3-yl)pyrazine-2-carboxamide O1CC(CCC1)NC(=O)C1=NC=CN=C1